C[C@@H](CN1CCC2(CS(C2)(=O)=O)CC1)CC1=CC=C(C=C1)C(C)(C)CC (R)-7-(2-methyl-3-(4-(tert-amyl)phenyl)propyl)-2-thia-7-azaspiro[3.5]nonane 2,2-dioxide